C[C@@H]1CN(CCC1)CC1=C2C(=NC(=C1)C(=O)[O-])C=NN2.[Li+] lithium (S)-7-((3-methylpiperidin-1-yl)methyl)-1H-pyrazolo[4,3-b]pyridine-5-carboxylate